O1CCN(CC1)C=1C2=C(N=C(N1)N1N=C(C=C1)C=1C=C(C=CC1)C)C=CO2 4-morpholino-2-(3-(m-tolyl)-1H-pyrazol-1-yl)furo[3,2-d]pyrimidine